S1CN(CC1)C(=O)[O-] 1,3-thiazolidine-3-carboxylate